2-(4-methoxyphenyl)thiazole-4-carboxylic acid COC1=CC=C(C=C1)C=1SC=C(N1)C(=O)O